para-amino-N,N-dimethylbenzamide NC1=CC=C(C(=O)N(C)C)C=C1